(2,3-dihydrobenzofuran-2-yl)methanol O1C(CC2=C1C=CC=C2)CO